ClC1=CC=C(C=C1)N1C(=C(C=C1C)C(CC1NCCCC1)=O)C 1-(1-(4-Chlorophenyl)-2,5-dimethyl-1H-pyrrol-3-yl)-2-(piperidin-2-yl)ethanone